ClC1=C(C(=C(C=C1OC)OC)Cl)C1=CC2=C(N=C(N=C2)SC)C(=N1)CNS(=O)(=O)C(C)C N-((6-(2,6-dichloro-3,5-dimethoxyphenyl)-2-(methylthio)pyrido[3,4-d]pyrimidin-8-yl)methyl)propane-2-sulfonamide